(R)-N-(8,9-difluoro-6-oxo-1,4,5,6-tetrahydro-2H-pyrano[3,4-c]isoquinolin-1-yl)-3-(difluoromethyl)-N-methylbenzamide FC=1C(=CC=2C3=C(NC(C2C1)=O)COC[C@@H]3N(C(C3=CC(=CC=C3)C(F)F)=O)C)F